O1SC(C=C1)C(=O)[O-].[Mo+4].O1SC(C=C1)C(=O)[O-].O1SC(C=C1)C(=O)[O-].O1SC(C=C1)C(=O)[O-] molybdenum oxathiolate